N-[4-(3-acetamidophenoxy)-3-sulfamoylphenyl]-2-(2-chlorophenyl)acetamide C(C)(=O)NC=1C=C(OC2=C(C=C(C=C2)NC(CC2=C(C=CC=C2)Cl)=O)S(N)(=O)=O)C=CC1